2-[(2's,4r)-6-cyclopropyl-2',5-difluoro-1-oxospiro[3H-isoquinoline-4,1'-cyclopropane]-2-yl]-N-(5-cyanopyrimidin-2-yl)acetamide C1(CC1)C=1C(=C2C(=CC1)C(N(C[C@]21[C@H](C1)F)CC(=O)NC1=NC=C(C=N1)C#N)=O)F